2-(1',3',3'-trimethyl-2-indolinylidene)-acetaldehyde CN1C(C(C2=CC=CC=C12)(C)C)=CC=O